CC=1C=C(SC1)C(=O)C1[C@H]2CN(C[C@@H]12)C(=O)O (1R,5S,6r)-6-[(4-methyl-2-thienyl)carbonyl]-3-azabicyclo[3.1.0]Hexane-3-carboxylic acid